methyl 4-(aminomethyl)cyclohexanecarboxylate NCC1CCC(CC1)C(=O)OC